4-(3-amino-2-ethyl-7-methylpyrazolo[1,5-a]pyrimidin-5-yl)piperazine-1-carboxylic acid tert-butyl ester C(C)(C)(C)OC(=O)N1CCN(CC1)C1=NC=2N(C(=C1)C)N=C(C2N)CC